(8S,9R)-5-fluoro-8-(4-fluorophenyl)-9-(1-methyl-1H-1,2,4-triazol-5-yl)-8,9-dihydro-2H-pyrido[4,3,2-de]phthalazin-3(7H)-one toluenesulfonate salt C(C1=CC=CC=C1)S(=O)(=O)O.FC=1C=C2C=3C(=NNC(C3C1)=O)[C@@H]([C@H](N2)C2=CC=C(C=C2)F)C2=NC=NN2C